N,N'-bis(3-aminophenyl)terephthalamide NC=1C=C(C=CC1)NC(C1=CC=C(C(=O)NC2=CC(=CC=C2)N)C=C1)=O